C[C@H]1CN(CC[C@@H]1C1=CC(=C(C=2N1N=C(N2)N)OC2COCC2)C=2C=NNC2)S(=O)(=O)C ((3R,4S)-3-methyl-1-(methylsulfonyl)piperidin-4-yl)-7-(1H-pyrazol-4-yl)-8-((tetrahydrofuran-3-yl)oxy)-[1,2,4]triazolo[1,5-a]pyridin-2-amine